allyl (R)-2,3-dioxo-[1,3'-bipyrrolidine]-1'-carboxylate O=C1N(CCC1=O)[C@H]1CN(CC1)C(=O)OCC=C